4-[(3S)-3-aminopyrrolidin-1-yl]-N-[(1S)-1-cyclopropylethyl]-5-(3,5-difluorophenyl)-6-methoxypyridine-3-carboxamide N[C@@H]1CN(CC1)C1=C(C=NC(=C1C1=CC(=CC(=C1)F)F)OC)C(=O)N[C@@H](C)C1CC1